N1C=NC2=C1C=CC(=C2)\C=C/2\C(N(C(=N2)N[C@@H]2COCC[C@H]2O)C)=O (5Z)-5-(1H-Benzimidazol-5-ylmethylene)-2-[[(3R,4R)-4-hydroxytetrahydropyran-3-yl]amino]-3-methyl-imidazol-4-one